benzoylphenylsulfide C(C1=CC=CC=C1)(=O)SC1=CC=CC=C1